[6-[3-(1-hydroxycyclopropyl)-1H-1,2,4-triazol-5-yl]-2-azaspiro[3.3]heptan-2-yl]-[(6S)-6-(4-triflylbenzyl)-2-azaspiro[3.4]octan-2-yl]methanone OC1(CC1)C1=NNC(=N1)C1CC2(CN(C2)C(=O)N2CC3(C2)C[C@@H](CC3)CC3=CC=C(C=C3)S(=O)(=O)C(F)(F)F)C1